3-(((1s,4r)-4-((S)-2-(4-(3-(2,6-bis(benzyloxy)pyridin-3-yl)-1-methyl-1H-indazol-6-yl)piperazin-1-yl)propoxy)cyclohexyl)oxy)-2-methylphenyl trifluoromethanesulfonate FC(S(=O)(=O)OC1=C(C(=CC=C1)OC1CCC(CC1)OC[C@H](C)N1CCN(CC1)C1=CC=C2C(=NN(C2=C1)C)C=1C(=NC(=CC1)OCC1=CC=CC=C1)OCC1=CC=CC=C1)C)(F)F